ethyl (1S,2S)-2-(2',6'-difluoro[1,1'-biphenyl]-2-yl)cyclopropane-1-carboxylate FC1=C(C(=CC=C1)F)C1=C(C=CC=C1)[C@@H]1[C@H](C1)C(=O)OCC